OC=1C=C(C=NC1)C#CC=1C=C(C=NC1)C(=O)N1CCNCC1 4-[5-[2-(5-hydroxypyridine-3-yl)ethynyl]pyridine-3-carbonyl]piperazine